8-((2-chlorothiazol-5-yl)methyl)-3-(4-methylpent-2-yl)pyrido[2,3-d]pyrimidine-2,4(3h,8h)-dione ClC=1SC(=CN1)CN1C=CC=C2C1=NC(N(C2=O)C(C)CC(C)C)=O